(E)-3-(6-amino-pyridin-3-yl)-N-((5-(4-(1-(4,4-difluoro-piperidin-1-yl)ethyl)phenyl)-7-(4-fluoro-phenyl)benzofuran-2-yl)methyl)acrylamide NC1=CC=C(C=N1)/C=C/C(=O)NCC=1OC2=C(C1)C=C(C=C2C2=CC=C(C=C2)F)C2=CC=C(C=C2)C(C)N2CCC(CC2)(F)F